NC1=C(C(=C(C=N1)C1=CC=C(C(=O)NC)C=C1)CC)C1=CC=C(C=C1)O 4-[6-amino-4-ethyl-5-(4-hydroxyphenyl)-3-pyridyl]-N-methyl-benzamide